C(=O)C1=C(C(=O)O)C=CC(=C1)[N+](=O)[O-] 2-formyl-4-nitrobenzoic acid